N(=[N+]=[N-])CCOCCOCCOCCOCCOCCOCCOCCOCCOCCOCCOCCOCCOCCOCCOCCOCCOCCOCCOCCOCCOCCOCCOCCOC 73-azido-2,5,8,11,14,17,20,23,26,29,32,35,38,41,44,47,50,53,56,59,62,65,68,71-tetracosaoxatriheptacontane